N-(4-aminobutyl)cinnamamide hydrochloride Cl.NCCCCNC(C=CC1=CC=CC=C1)=O